(S)-1-(2-(3-(ethoxymethyl)-1-(2-(6-methylpyridin-3-yl)propan-2-yl)pyrrolidin-3-yl)ethyl)-3-methylurea C(C)OC[C@@]1(CN(CC1)C(C)(C)C=1C=NC(=CC1)C)CCNC(=O)NC